C=O methanon